NC1CCC(CC1)[C@H](C)N1C[C@@H](OC2=C1C=C(C=C2F)C2=NNC(O2)=O)C 5-[(2S)-4-{(1S)-1-[(1r,4S)-4-aminocyclohexyl]ethyl}-8-fluoro-2-methyl-3,4-dihydro-2H-1,4-benzoxazin-6-yl]-1,3,4-oxadiazol-2(3H)-one